ClC=1C=C2CCN(CC2=CC1)C1=NC(=CC=C1)Cl 6-chloro-2-(6-chloropyridin-2-yl)-1,2,3,4-tetrahydroisoquinoline